methyl 7-(4-(2-(5-cyano-2-methyl-4-oxo-7-(trifluoromethyl)quinazolin-3(4H)-yl)ethoxy)pyridazin-3-yl)thieno[3,2-b]pyridine-3-carboxylate C(#N)C1=C2C(N(C(=NC2=CC(=C1)C(F)(F)F)C)CCOC1=C(N=NC=C1)C1=C2C(=NC=C1)C(=CS2)C(=O)OC)=O